(3'-(2-chloropyridin-4-yl)-3-fluoro-2'-methoxy-[1,1'-biphenyl]-4-yl)acetamide ClC1=NC=CC(=C1)C=1C(=C(C=CC1)C1=CC(=C(C=C1)CC(=O)N)F)OC